4-(6-fluoro-2,2-dioxo-3,4-dihydrobenzo[e][1,2,3]oxathiazin-8-yl)-N-methylbenzamide FC=1C=C(C2=C(CNS(O2)(=O)=O)C1)C1=CC=C(C(=O)NC)C=C1